COC=1C=C2CC(C(C2=CC1OC)=O)=CC1CCNCC1 5,6-dimethoxy-2-(4-piperidinyl)methylene-1-indenone